3-(4-bromo-3-fluorothiophene-2-yl)-3-oxopropanoic acid tert-butyl ester C(C)(C)(C)OC(CC(=O)C=1SC=C(C1F)Br)=O